5-cyano-2-phenyl-1-[(4-methylphenyl)sulfonyl]-1H-indole C(#N)C=1C=C2C=C(N(C2=CC1)S(=O)(=O)C1=CC=C(C=C1)C)C1=CC=CC=C1